2-Chloro-4-(4-fluoro-3-pyridyl)pyrimidine ClC1=NC=CC(=N1)C=1C=NC=CC1F